3,5-dicyano-4-(furan-2-yl)-6-hydroxypyridine C(#N)C=1C=NC(=C(C1C=1OC=CC1)C#N)O